8-ethyl-2,6-dimethyl-dec-8-en-3-ol C(C)C(CC(CCC(C(C)C)O)C)=CC